FC1=C(C=C(C=C1)F)C(\C(=C/N(C)C)\C)=O (Z)-1-(2,5-difluorophenyl)-3-(dimethylamino)-2-methylpropan-2-en-1-one